tert-butyl (1-(5-cyano-2-nitrophenyl)piperidin-3-yl)carbamate C(#N)C=1C=CC(=C(C1)N1CC(CCC1)NC(OC(C)(C)C)=O)[N+](=O)[O-]